5-[4-amino-5-(trifluoromethyl)pyrrolo[2,1-f][1,2,4]triazin-7-yl]-N-[(3R,4S)-1-(4,4-difluorocyclohexanecarbonyl)-4-fluoropyrrolidin-3-yl]-2-(trifluoromethoxy)benzamide NC1=NC=NN2C1=C(C=C2C=2C=CC(=C(C(=O)N[C@@H]1CN(C[C@@H]1F)C(=O)C1CCC(CC1)(F)F)C2)OC(F)(F)F)C(F)(F)F